O([Si](C1=CC=CC=C1)(C1=CC=CC=C1)C(C)(C)C)CC(=O)N1CCCCC1 N-(2-tert-Butyldiphenylsiloxy-acetyl)-piperidin